C(C)(C)(C)OC(=O)N1CC(CCC1)C(CN=[N+]=[N-])=O.OC=1N(C(=NN1)C=1C=NC=CC1C=1C=C(C=CC1)N1C(C2=CC=CC(=C2C1)C(F)(F)F)=O)C 2-(3-(3-(5-hydroxy-4-methyl-4H-1,2,4-triazol-3-yl)pyridin-4-yl)phenyl)-4-(trifluoromethyl)isoindolin-1-one tert-Butyl-3-(2-azidoacetyl)piperidine-1-carboxylate